CC1(COC1)N1C2CN(C(C1)C2)C2=CC=C(C(=N2)OCCCN)[N+](=O)[O-] 3-((6-(5-(3-methyloxetan-3-yl)-2,5-diazabicyclo[2.2.1]hept-2-yl)-3-nitropyridine-2-yl)oxy)propan-1-amine